tert-butyl 3-carbamoyl-3-hydroxy-piperidine-1-carboxylate C(N)(=O)C1(CN(CCC1)C(=O)OC(C)(C)C)O